C(C1=CC=CC=C1)[N+](C)(C)CCO benzyl-(2-hydroxyethyl)dimethyl-ammonium